CO[C@H](CN(C(=O)N1CC2(CC2)C(C1)NS(=O)(=O)C)C)C N-((S)-2-methoxypropyl)-N-methyl-7-(methylsulfonamido)-5-azaspiro[2.4]heptane-5-carboxamide